2-((S)-2-methylpiperazin-1-yl)-5-(((S)-1-methylpyrrolidin-2-yl)methoxy)pyrimido[5,4-c]quinoline C[C@@H]1N(CCNC1)C=1N=CC=2C(=NC=3C=CC=CC3C2N1)OC[C@H]1N(CCC1)C